N-methylhydrazine-1-thiocarboxamide CNC(=S)NN